ClC1=C(C=CC=C1)C=1N=C(SC1)NC(=O)C1=CC=C(C=C1)N1CCN(CC1)C(=O)OC(C)(C)C tert-butyl 4-(4-((4-(2-chlorophenyl)thiazol-2-yl)carbamoyl)phenyl)piperazine-1-carboxylate